ClC1=C(C(=CC(=C1)O)B1OC(C(O1)(C)C)(C)C)CCCC1=NN(C=N1)C1CN(CCC1)C(=O)OC(C)(C)C Tert-butyl 3-(3-(3-(2-chloro-4-hydroxy-6-(4,4,5,5-tetramethyl-1,3,2-dioxaborolan-2-yl)phenyl)propyl)-1H-1,2,4-triazol-1-yl)piperidine-1-carboxylate